N-(naphthalen-1-yl)-N-phenylselenophen-2-amine C1(=CC=CC2=CC=CC=C12)N(C=1[Se]C=CC1)C1=CC=CC=C1